ClC1=C(C(=CC=C1Cl)O)[C@@H]1CN(C(C12CC2)=O)CCCO |r| rac-7-(2,3-dichloro-6-hydroxyphenyl)-5-(3-hydroxypropyl)-5-azaspiro[2.4]heptan-4-one